N-(2-(5-Chloro-2-(m-cyanobenzyloxy)-4-(3-(1-(3-(dimethylamino)propyl)indoline-4-yl)-2-methylbenzyloxy)benzyl-Amino)ethyl)acetamide ClC=1C(=CC(=C(CNCCNC(C)=O)C1)OCC1=CC(=CC=C1)C#N)OCC1=C(C(=CC=C1)C1=C2CCN(C2=CC=C1)CCCN(C)C)C